3-(2-ethoxy-2-oxoethyl)-1H-imidazol-3-ium bromide [Br-].C(C)OC(C[N+]1=CNC=C1)=O